FC(C(OC(C(OC(=C(F)F)F)(F)F)(C(F)(F)F)F)(F)F)(S(=O)(=O)F)F Perfluoro-3,6-dioxa-4-methyl-7-octenesulfonyl fluoride